ClC=1C=C(N(C1)C)C1=CC=C(C#N)C=C1 4-(4-chloro-1-methyl-1H-pyrrol-2-yl)benzonitrile